FC(C=1C=CC(=NC1)CN1CC2(CN(C2)C(=O)N2C[C@H](CC2)C(=O)N)C1)(F)F (3S)-1-[6-[[5-(Trifluoromethyl)-2-pyridyl]methyl]-2,6-diazaspiro[3.3]heptane-2-carbonyl]pyrrolidine-3-carboxamide